FC(C)(C)C1=CC=CC(=N1)N=C(C1=CC=CC=C1)C1=CC=CC=C1 N-(6-(2-fluoropropan-2-yl)pyridin-2-yl)-1,1-diphenylmethanimine